C[Si](O[Si](CCCCC=C)(C)C)(CCCCC=C)C 1,1,3,3-tetramethyl-1,3-di(5-hexenyl)-disiloxane